(R)-4-(4-((5-(1,6-dimethyl-1H-pyrazolo[3,4-b]pyridin-4-yl)-3-methyl-4,5,6,7-tetrahydro-1H-pyrazolo[4,3-c]pyridin-1-yl)methyl)bicyclo[2.2.2]octan-1-yl)-2-methylmorpholine CN1N=CC=2C1=NC(=CC2N2CC1=C(CC2)N(N=C1C)CC12CCC(CC1)(CC2)N2C[C@H](OCC2)C)C